C(C=C)(=O)N1CCC(CC1)NC=1C=C2C(=NC=NC2=CC1OC)NC1=C(C=C(OC2=CC(=NC=C2)C(=O)NC2CCCC2)C=C1)F 4-(4-((6-((1-acryloylpiperidin-4-yl)amino)-7-methoxyquinazolin-4-yl)amino)-3-fluorophenoxy)-N-cyclopentylpicolinamide